N-ethyl-N,N-bisoctadecyl-ammonium [tetrakis(perfluorophenyl) borate] FC1=C(C(=C(C(=C1F)F)F)F)[B-](C1=C(C(=C(C(=C1F)F)F)F)F)(C1=C(C(=C(C(=C1F)F)F)F)F)C1=C(C(=C(C(=C1F)F)F)F)F.C(C)[NH+](CCCCCCCCCCCCCCCCCC)CCCCCCCCCCCCCCCCCC